O1C(=CC=C1)C(=O)N1CCN(CC1)CC(=O)NC=1C=C(C=CC1)B(O)O (3-(2-(4-(Furan-2-carbonyl)piperazin-1-yl)acetamido)phenyl)boronic acid